FC=1C=C(OC2=C(C(=C(C=C2)OC)[N+](=O)[O-])C)C=CC1F (3,4-Difluorophenoxy)-4-methoxy-2-methyl-3-nitro-benzene